FC1=C(C=CC=C1OC(F)(F)F)[C@]1(C([C@@](CCC1)(C)O)=O)NC (2R,6S)-2-(2-fluoro-3-(trifluoromethoxy)phenyl)-6-hydroxy-6-methyl-2-(methylamino)cyclohexan-1-one